C(CCCCC(=O)OCC1CO1)(=O)OCC1CO1 adipic acid, diglycidyl ester